C(CC)N1CC2=CC(=CC=C2CC1)N(C=1C=CC(N(C1)C)=O)C(C)C 5-((2-propyl-1,2,3,4-tetrahydroisoquinolin-7-yl)(isopropyl)amino)-1-methylpyridin-2(1H)-one